FC1(CCC2(CN(C2)C(=O)C2=CC3=C(N=C(O3)C3C(NC(CC3)=O)=O)C=C2)CC1)F 3-(6-(7,7-difluoro-2-azaspiro[3.5]nonane-2-carbonyl)benzo[d]oxazol-2-yl)piperidine-2,6-dione